FC=1C(=C2C(=NC1)NN=C2)C2=C1N(N=C2C2=NC=C(C=C2)F)CCC1 5-fluoro-4-[2-(5-fluoro-2-pyridyl)-5,6-dihydro-4H-pyrrolo[1,2-b]pyrazol-3-yl]-1H-pyrazolo[3,4-b]pyridine